2',4',5,6'-tetramethyl-[1,1'-biphenyl]-2-ol CC1=C(C(=CC(=C1)C)C)C=1C(=CC=C(C1)C)O